[3-[(6Ar,10aR)-1-hydroxy-9-(hydroxymethyl)-6,6-dimethyl-6a,7,8,10a-tetrahydrobenzo[c]chromen-3-yl]-3-methylbutyl] nitrate [N+](=O)(OCCC(C)(C)C1=CC(=C2[C@H]3[C@H](C(OC2=C1)(C)C)CCC(=C3)CO)O)[O-]